C1(=CC(=CC=C1)CC1=CC=C(N)C=C1)CC1=CC=C(N)C=C1 4,4'-[1,3-phenylenebis(methylene)]dianiline